O=C1NC(CCC1N1C(C2=CC=C(C=C2C1)C1(CCN(CC1)CC1=CC=C(C=C1)N1CCC(CC1)C(=O)N(C)C)O)=O)=O 1-(4-((4-(2-(2,6-dioxopiperidin-3-yl)-1-oxoisoindolin-5-yl)-4-hydroxypiperidin-1-yl)-methyl)phenyl)-N,N-dimeth-ylpiperidine-4-carboxamide